CN1C=2N(C3=CC=C(C=C3C1=O)C)C=NC2C2CCN(CC2)C2COC2 4,7-dimethyl-3-(1-(oxetan-3-yl)piperidin-4-yl)imidazo[1,5-a]quinazolin-5(4H)-one